3-{4-[8-amino-5-(4-aminophenyl)-3-methylimidazo[1,5-a]pyrazin-1-yl]naphthalen-1-yl}-1-[3-(trifluoromethyl)phenyl]urea NC=1C=2N(C(=CN1)C1=CC=C(C=C1)N)C(=NC2C2=CC=C(C1=CC=CC=C21)NC(NC2=CC(=CC=C2)C(F)(F)F)=O)C